(S)-3-(((5-(2-isopropylphenyl)isoindolin-1-yl)methyl)amino)isonicotinic acid C(C)(C)C1=C(C=CC=C1)C=1C=C2CN[C@@H](C2=CC1)CNC1=C(C(=O)O)C=CN=C1